(2S,4R)-1-[(2S)-3,3-dimethyl-2-[4-[(1-methylpyrazol-4-yl)oxymethyl]triazol-1-yl]butanoyl]-4-hydroxy-N-methyl-pyrrolidine-2-carboxamide CC([C@@H](C(=O)N1[C@@H](C[C@H](C1)O)C(=O)NC)N1N=NC(=C1)COC=1C=NN(C1)C)(C)C